5-{4-[1-(7-ethyl-6-oxo-5H-1,5-naphthyridin-3-yl)ethyl]piperazin-1-yl}-N-methylpyridine-2-carboxamide C(C)C=1C(NC=2C=C(C=NC2C1)C(C)N1CCN(CC1)C=1C=CC(=NC1)C(=O)NC)=O